N-(1-(2-Bromophenyl)cyclopropyl)-5-(2-(dimethylamino)ethoxy)-2-methylbenzamide BrC1=C(C=CC=C1)C1(CC1)NC(C1=C(C=CC(=C1)OCCN(C)C)C)=O